FC(C1=NN=C(O1)C1=CC(=C(CN2C(OC3=C2C=CC=C3)=O)C=C1)F)F 3-(4-(5-(difluoromethyl)-1,3,4-oxadiazole-2-yl)-2-fluorobenzyl)benzo[d]oxazole-2(3H)-one